BrC1=CC2=C(N=C(N=C2N[C@H](C)C2=CC(=CC=C2)C(F)(F)F)C)N(C1=O)C (R)-6-bromo-2,8-dimethyl-4-((1-(3-(trifluoromethyl)phenyl)ethyl)amino)pyrido[2,3-d]pyrimidin-7(8H)-one